C(C)(C)(C)OC(CC[C@@H](C(=O)N)N1C(C2=CC=CC(=C2C1=O)NC1=C(C=C2CCC(N(C2=C1)C)=O)C=1C(=NN(C1)C)C)=O)=O (S)-5-amino-4-(4-((6-(1,3-dimethyl-1H-pyrazol-4-yl)-1-methyl-2-oxo-1,2,3,4-tetrahydroquinolin-7-yl)amino)-1,3-dioxoisoindol-2-yl)-5-oxopentanoic acid tert-butyl ester